N-(2-dimethylamino-ethyl)-2-[2-(3-isopropyl-7-oxo-6,7-dihydro-1H-pyrazolo-[4,3-d]pyrimidin-5-ylmethyl)-phenoxy]-acetamide CN(CCNC(COC1=C(C=CC=C1)CC=1NC(C2=C(N1)C(=NN2)C(C)C)=O)=O)C